(R)-1-benzyl-5-(((tert-butyldimethylsilyl)oxy)methyl)pyrrolidin-2-one butyl-(2-(4-(piperazine-1-carbonyl)piperazin-1-yl)ethyl)carbamate C(CCC)N(C(O)=O)CCN1CCN(CC1)C(=O)N1CCNCC1.C(C1=CC=CC=C1)N1C(CC[C@@H]1CO[Si](C)(C)C(C)(C)C)=O